(6aR,10aR)-1-((5-((tert-butoxycarbonyl)amino)pentyl)oxy)-6,6-dimethyl-3-(2-methyloctan-2-yl)-6a,7,10,10a-tetrahydro-6H-benzo[c]chromene-9-carboxylic acid C(C)(C)(C)OC(=O)NCCCCCOC1=C2[C@H]3[C@H](C(OC2=CC(=C1)C(C)(CCCCCC)C)(C)C)CC=C(C3)C(=O)O